(2S,3R)-3-((tert-butyldimethylsilyl)oxy)-2-(5-(4-fluorophenyl)-8-methyl-1,6-dioxo-2,5-diazaspiro[3.4]octan-2-yl)butanamide [Si](C)(C)(C(C)(C)C)O[C@@H]([C@@H](C(=O)N)N1C(C2(C1)N(C(CC2C)=O)C2=CC=C(C=C2)F)=O)C